C(C)OC(CCC(=O)N1CC2=CC(=C(C=C2C1)CO)OC)=O.C12C(CC(C=C1)C2)C(=O)N2CC(C(C21CCCC1)O)(F)F Bicyclo[2.2.1]hept-5-en-2-yl-(3,3-difluoro-4-hydroxy-1-azaspiro[4.4]non-1-yl)methanone ethyl-4-[5-(hydroxymethyl)-6-methoxy-isoindolin-2-yl]-4-oxo-butanoate